(S)-4-(8-(4-(4-formylpiperidine-1-carbonyl)phenyl)-3-methyl-2,8-diazaspiro[4.5]decan-2-yl)-2-(trifluoromethyl)benzonitrile C(=O)C1CCN(CC1)C(=O)C1=CC=C(C=C1)N1CCC2(C[C@@H](N(C2)C2=CC(=C(C#N)C=C2)C(F)(F)F)C)CC1